(S)-3-hydroxy-gamma-butyrolactone O[C@H]1CC(=O)OC1